CP(=O)(O)CCC(C(=O)O)=O 4-(methylhydroxyphosphoryl)-2-oxobutanoic acid